C(C1=CC=CC=C1)OC(=O)N1C[C@H]([C@@H](C1)OCCOC)N Trans-3-amino-4-(2-methoxyethoxy)pyrrolidine-1-carboxylic acid benzyl ester